ClC1=C(C=C(C(=C1)Cl)OC(C(F)F)(F)F)N(C(=O)N[C@@H](C)C=1N(N=CN1)C1=NC=CC=N1)C 1-[2,4-dichloro-5-(1,1,2,2-tetrafluoroethoxy)phenyl]-1-methyl-3-[(1S)-1-(2-pyrimidin-2-yl-1,2,4-triazol-3-yl)ethyl]urea